ClC1=CC=C(C=C1)C=1C2=C(N=C(N1)C1=CC=CC=C1)C1=C(S2)C=CC=C1 4-(4-chlorophenyl)-2-phenylbenzo[4,5]thieno[3,2-d]pyrimidine